C(C)OC(=O)C1=C(SC=C1C1=CC=C(C=C1)OC)NC(=O)NCCCCN1CCCC1 4-(4-methoxyphenyl)-2-{3-[4-(pyrrolidin-1-yl)butyl]ureido}thiophene-3-carboxylic acid ethyl ester